methyldi(octadecyl)ammonium tetrakis(pentafluorophenyl)borate FC1=C(C(=C(C(=C1[B-](C1=C(C(=C(C(=C1F)F)F)F)F)(C1=C(C(=C(C(=C1F)F)F)F)F)C1=C(C(=C(C(=C1F)F)F)F)F)F)F)F)F.C[NH+](CCCCCCCCCCCCCCCCCC)CCCCCCCCCCCCCCCCCC